(2R)-3-Methoxy-N-(3-{2-[(3-methoxy-1-methyl-1H-pyrazol-4-yl)amino]pyrimidin-4-yl}-1H-indol-7-yl)-2-(4-methylpiperazin-1-yl)propanamide COC[C@H](C(=O)NC=1C=CC=C2C(=CNC12)C1=NC(=NC=C1)NC=1C(=NN(C1)C)OC)N1CCN(CC1)C